CN([C@@H](CCCNC(N)=N)C(=O)O)C dimethyl-L-arginine